CP methyl-endo-phosphine